6-chloro-N4-(2-(p-tolyloxy)ethyl)pyrimidine-4,5-diamine ClC1=C(C(=NC=N1)NCCOC1=CC=C(C=C1)C)N